C(C1=CC=CC=C1)OC1=C(C=C(C=C1)C=1OC2=C(C1)C(CCC2)=O)C 2-(4-(benzyloxy)-3-methylphenyl)-6,7-dihydro-4(5H)-benzofuranone